5-((4-(cyclohexylamino)-5-fluoropyrimidin-2-yl)amino)benzo[c][1,2]oxaborole-1(3H)-ol C1(CCCCC1)NC1=NC(=NC=C1F)NC1=CC2=C(B(OC2)O)C=C1